CC1=NOC2=C1CCC2(O)C2=CC(=CC=C2)C=2N=C(SC2)C2=CN(C1=NC=CC=C12)S(=O)(=O)C1=CC=CC=C1 3-Methyl-6-(3-(2-(1-(phenylsulfonyl)-1H-pyrrolo[2,3-b]pyridin-3-yl)thiazol-4-yl)phenyl)-5,6-dihydro-4H-cyclopenta[d]isoxazol-6-ol